2-{[3-(4-acetylpiperazin-1-yl)-2-chloro-5-cyanophenyl]amino}-4-(ethylamino)pyrazolo[1,5-a][1,3,5]triazine-8-carbonitrile C(C)(=O)N1CCN(CC1)C=1C(=C(C=C(C1)C#N)NC1=NC=2N(C(=N1)NCC)N=CC2C#N)Cl